((5-methyl-1-(tetrahydro-2H-pyran-2-yl)-1H-indazol-4-yl)oxy)pyrido[3,2-D]pyrimidine-2,4-dithiol CC=1C(=C2C=NN(C2=CC1)C1OCCCC1)OC=1C=CC=2N=C(N=C(C2N1)S)S